C(C1=CC=CC=C1)OC1=C(C(=O)N2CC3=CC=C(C=C3C2)CCNC2=C3C(N(C(C3=CC=C2)=O)C2C(NC(CC2)=O)=O)=O)C=C(C(=C1)OCC1=CC=CC=C1)C(C)C 4-{{2-{2-[2,4-bis(benzyloxy)-5-isopropylbenzoyl]isoindolin-5-yl}ethyl}amino}-2-(2,6-dioxopiperidin-3-yl)isoindolin-1,3-dione